3-Amino-8-(2-fluoro-3-methylphenyl)-N-propylimidazo[1,2-a]pyridine-2-carboxamide NC1=C(N=C2N1C=CC=C2C2=C(C(=CC=C2)C)F)C(=O)NCCC